BrC=1C=CC(=NC1)N1CCC(CC1)CC(=O)OCCCC butyl 2-[1-(5-bromopyridin-2-yl)piperidin-4-yl]acetate